NC1=C(C=C(C(=N1)C(=O)OCC)C1=CC=C(C=C1)F)C#N Ethyl 6-Amino-5-cyano-3-(4-fluorophenyl)picolinate